N(=O)C=1C(=NC(=NC1N)N)N 5-nitroso-2,4,6-triaminopyrimidine